C(C)C=1OC2=CC(=CC=C2C(C1)=O)OS(=O)(=O)C(C(C(C(F)(F)F)(F)F)(F)F)(F)F ethyl-4-oxo-7-(((perfluorobutyl)sulfonyl)oxy)-4H-chromene